C(C1=CC=CC=C1)ON1C(C=CC=C1CN1CCN(CCCN(CCN(CCC1)CC=1N(C(C=CC1)=O)OCC1=CC=CC=C1)CC=1N(C(C=CC1)=O)OCC1=CC=CC=C1)CC=1N(C(C=CC1)=O)OCC1=CC=CC=C1)=O 1-(Benzyloxy)-6-{[4,8,11-tris({[1-(benzyloxy)-6-oxopyridin-2-yl]methyl})-1,4,8,11-tetraazacyclotetradecan-1-yl]methyl}pyridin-2-one